OC(CN1N=CC(=C1)C1=NN2C(O[C@@H](CC2)C)=C1C(=O)OCC)(C)C Ethyl (5R)-2-[1-(2-hydroxy-2-methylpropyl) pyrazol-4-yl]-5-methyl-6,7-dihydro-5H-pyrazolo[5,1-b][1,3]oxazine-3-carboxylate